succinic acid, monomethacryloyloxyethyl ester C(CCC(=O)[O-])(=O)OCCOC(C(=C)C)=O